dicetyl-stearyl alcohol dilinoleate C(CCCCCCC\C=C/C\C=C/CCCCC)(=O)O.C(CCCCCCC\C=C/C\C=C/CCCCC)(=O)O.C(CCCCCCCCCCCCCCC)C(CCCCCCCCCCCCCCCCCO)CCCCCCCCCCCCCCCC